BrC1=CC=C(OCC2C3CCC(C2)O3)C=C1 2-((4-bromophenoxy)methyl)-7-oxabicyclo[2.2.1]heptane